C(C)(C)(C)OC(=O)N1CCC(CC1)OC1CC(C1)N1CCC(=CC1)B1OC(C(O1)(C)C)(C)C.C1(=CC=CC=C1)C(CCCC)C=1C=C(N)C=CC1 3-(1-phenylpentyl)aniline tert-butyl-4-[(1r,3r)-3-[4-(4,4,5,5-tetramethyl-1,3,2-dioxaborolan-2-yl)-3,6-dihydro-2H-pyridin-1-yl]cyclobutoxy]piperidine-1-carboxylate